C(C)NCC1OCCN(C1)C=1C=C(C=CC1)N1C=CC2=C(C=CC(=C12)C)F N-(3-(2-((ethylamino)methyl)morpholino)phenyl)-4-fluoro-7-methyl-1H-indole